Tert-butyl 7-(1-(6-(1-cyanocyclopropyl)pyridin-2-yl)-3-oxo-2-(2,2,2-trifluoroethyl)-2,3-dihydro-1H-pyrazolo[3,4-d]pyrimidin-6-ylamino)-3,4-dihydroisoquinoline-2(1H)-carboxylate C(#N)C1(CC1)C1=CC=CC(=N1)N1N(C(C=2C1=NC(=NC2)NC2=CC=C1CCN(CC1=C2)C(=O)OC(C)(C)C)=O)CC(F)(F)F